C(C1=CC=CC=C1)C1=CC(=NC(=C1)NC1=NNC(=C1)C)C=1C=C(C=CC1)NC(C=C)=O N-(3-(4-benzyl-6-((5-methyl-1H-pyrazol-3-yl)amino)pyridin-2-yl)phenyl)acrylamide